2-fluoro-5-(1-(tetrahydro-2H-pyran-2-yl)-1H-pyrazol-4-yl)benzaldehyde FC1=C(C=O)C=C(C=C1)C=1C=NN(C1)C1OCCCC1